COC1=CC=C(C=N1)C(=O)[O-] 6-methoxy-pyridine-3-carboxylate